CC(=CC)C1=C(C2=CC=CC=C2C(=C1)OC)C1=C(C=CC=C1)P(C1=CC=CC=C1)C1=CC=CC=C1 (2-(2-(but-2-en-2-yl)-4-methoxynaphthalen-1-yl)phenyl)diphenylphosphine